C1(=CC(=CC=C1)C1=NN(C=C1)C1=CC(=NC=N1)N1CCOCC1)C (6-(3-(m-tolyl)1H-pyrazol-1-yl)pyrimidin-4-yl)morpholine